[Na+].C1=CC=C(C=C1)B([O-])[O-].[Na+] 4-Benzeneboronic acid sodium salt